ClC=1C=C(C=CC1C=1N(C2=NC=NC(=C2N1)OC1(CC1)C)CC1=NC=CC(=C1)C)O 3-Chloro-4-(6-(1-methylcyclopropoxy)-9-((4-methylpyridin-2-yl)methyl)-9H-purin-8-yl)phenol